C1(CC1)C1=C(CN2CC(C2)C(=O)O)C=CC(=C1)OCC1=CC(=C(C=C1)Cl)Cl 1-(2-cyclopropyl-4-((3,4-dichlorobenzyl)oxy)benzyl)azetidine-3-carboxylic acid